n-hexaneneat C(C=CCCC)(=O)[O-]